N-{[1,1'-biphenyl]-4-yl}[1,1'-biphenyl]-4-amine C1(=CC=C(C=C1)NC1=CC=C(C=C1)C1=CC=CC=C1)C1=CC=CC=C1